C(#N)C1=NC2=CC(=CC(=C2N=C1N1C(C2=CC=CC=C2C1)CO)[C@@H](C)NC1=C(C(=O)O)C=CC=C1)C 2-(((1R)-1-(2-cyano-3-(1-(hydroxy-methyl)isoindolin-2-yl)-7-methylquinoxalin-5-yl)ethyl)amino)benzoic acid